C(C)(C)C1=CC(=C(S1)C(F)(F)F)N 5-isopropyl-2-(trifluoromethyl)thiophen-3-amine